ClC1=CC=C(C=C1)C=1C=C(C(=[N+](C1)[O-])C(=O)N=C1SC(=NN1C)C(F)(F)F)S(=O)(=O)CC 5-(4-chlorophenyl)-3-ethylsulfonyl-N-[3-methyl-5-(trifluoromethyl)-1,3,4-thiadiazol-2-ylidene]-1-oxido-pyridin-1-ium-2-carboxamide